N-(aminomethyl)ethanolamine NCNCCO